6-(1-methyl-1,2,3,6-tetrahydropyridin-4-yl)imidazo[1,2-a]pyridine CN1CCC(=CC1)C=1C=CC=2N(C1)C=CN2